N1C(CNCC1)CC(=O)OCC ethyl 2-piperazin-2-ylacetate